N-[(3S,5S)-5-methylpyrrolidin-3-yl]methanesulfonamide trifluoroacetate FC(C(=O)O)(F)F.C[C@H]1C[C@@H](CN1)NS(=O)(=O)C